(3',5'-di-tert-butyl-[1,1'-biphenyl]-4-yl)boronic acid C(C)(C)(C)C=1C=C(C=C(C1)C(C)(C)C)C1=CC=C(C=C1)B(O)O